(2R,3R,4S,5R,6R)-2-(acetoxymethyl)-6-azido-4-(4-(3-fluorophenyl)-1H-1,2,3-triazol-1-yl)tetrahydro-2H-pyran-3,5-diyl diacetate C(C)(=O)O[C@H]1[C@H](O[C@H]([C@@H]([C@H]1N1N=NC(=C1)C1=CC(=CC=C1)F)OC(C)=O)N=[N+]=[N-])COC(C)=O